5-(2-(((3-isopropoxypropyl)amino)methyl)-1H-pyrrolo[2,3-b]pyridine-4-yl)-1H-indazol-3-amine C(C)(C)OCCCNCC1=CC=2C(=NC=CC2C=2C=C3C(=NNC3=CC2)N)N1